I.FC(C1=CC=C(C=C1)[NH3+])(F)F 4-(trifluoromethyl)phenylammonium hydroiodide